2-(6-(((1R,3s,5S)-1,5-dimethyl-8-azabicyclo[3.2.1]octan-3-yl)(methyl)amino)pyridazin-3-yl)-4-fluoro-5-(6-methoxypyrimidin-4-yl)phenol C[C@]12CC(C[C@](CC1)(N2)C)N(C2=CC=C(N=N2)C2=C(C=C(C(=C2)F)C2=NC=NC(=C2)OC)O)C